4-((4-methoxyphenyl)dithio)phenol COC1=CC=C(C=C1)SSC1=CC=C(C=C1)O